N1N=CC=2C1=NC=C(C2)CN2CCC1=CC=C(C=C21)C(=O)NC2=CC(=NN2C2=CC=CC=C2)C(C)(C)C 1-((1H-pyrazolo[3,4-b]pyridin-5-yl)methyl)-N-(3-(tert-butyl)-1-phenyl-1H-pyrazol-5-yl)indoline-6-carboxamide